N1N=CC2=CC=C(C=C12)CC#CC=1C([C@H](C(=NC1)N1CCC2(CC1)C(C1=CC=CC=C1C2)N)C)=O (S)-5-(3-(1H-indazol-6-yl)prop-1-yn-1-yl)-2-(1-amino-1,3-dihydro-spiro[inden-2,4'-piperidin]-1'-yl)-3-methylpyridin-4(3H)-one